F[C@@H]1[C@H](N(C[C@H](C1)C)C(C(=O)NC=1C=C(C(=NC1)NC(OC(C)(C)C)=O)C)=O)C1=CC=C(C=C1)F Tert-butyl N-[5-[[2-[(2R,3S,5S)-3-Fluoro-2-(4-Fluorophenyl)-5-methyl-1-piperidyl]-2-oxo-acetyl]amino]-3-methyl-2-pyridyl]carbamate